BrC=1SC2=C(N1)C=CC=C2NC(OC(C)(C)C)=O tert-butyl (2-bromobenzo[d]thiazol-7-yl)carbamate